CC=1N=C(SC1C(=O)OCC)NCC1=NC(=CC(=C1)N(CC=1C=NC=CC1)C)N1CCOCC1 4-methyl-2-[[4-[methyl-(3-pyridylmethyl)amino]-6-[4-morpholinyl]-2-pyridylmethyl]amino]-5-thiazolecarboxylic acid, ethyl ester